heptadecane-5,10-diol CCCCC(CCCCC(CCCCCCC)O)O